(1S,2R)-1-(2-cyano-4-fluorophenyl)-1-(1,3-dimethyl-1H-pyrazol-4-yl)propan C(#N)C1=C(C=CC(=C1)F)[C@H](CC)C=1C(=NN(C1)C)C